3-(tert-butyl)-N-(4-(2-((1-ethyl-1H-pyrazol-4-yl)amino)pyrimidin-4-yl)-2-(trifluoromethyl)benzyl)pyrrolidine-1-carboxamide C(C)(C)(C)C1CN(CC1)C(=O)NCC1=C(C=C(C=C1)C1=NC(=NC=C1)NC=1C=NN(C1)CC)C(F)(F)F